O=C1NC(CCC1NC(=O)C=1SC=C2C1N=CC=C2)=O N-(2,6-dioxopiperidin-3-yl)thieno[3,4-b]pyridine-7-carboxamide